ClC=1C=C(C=CC1)C1=NN=C(O1)N1C([C@@H]2N(CCN(C2)C#N)CC1)=O (R)-8-(5-(3-chlorophenyl)-1,3,4-oxadiazol-2-yl)-9-oxooctahydro-2H-pyrazino[1,2-a]pyrazine-2-carbonitrile